1-bromo-methyl-imidazo[1,5-a]pyrazine BrC=1N=C(N2C1C=NC=C2)C